phosphorous acid tri(2-propylheptyl) ester C(CC)C(COP(OCC(CCCCC)CCC)OCC(CCCCC)CCC)CCCCC